CC=1C=C(C=NC1)C1=NN(C=C1)C=1N=C(C2=C(N1)C=C(O2)C2=NC=CC=C2)N2CCOCC2 2-[3-(5-methyl-3-pyridyl)pyrazol-1-yl]-4-morpholino-6-(2-pyridyl)furo[3,2-d]pyrimidine